1-(2-(4-(2-aminoethyl)piperazin-1-yl)ethyl)ethane-1,2-diamine NCCN1CCN(CC1)CCC(CN)N